benzyl{2-[(2-aminoethyl)sulphonyl]ethyl}carbamate C(C1=CC=CC=C1)OC(NCCS(=O)(=O)CCN)=O